C(CCC)OC(CC=CC)CC=CC 2-butoxy-1,3-dipropenyl-propane